P(=O)(OC1=C(C=C(C=C1C)C(C)(C)C)C(C)(C)C)(OC1=C(C=C(C=C1C)C(C)(C)C)C(C)(C)C)OCC bis[2,4-bis(1,1-dimethylethyl)-6-methylphenyl] ethyl phosphate